2,6-difluoro-4-bromopyridine FC1=NC(=CC(=C1)Br)F